2-(4-(2-(4-(2,3-dichlorophenyl)piperazin-1-yl)ethyl)-4-methylcyclohexyl)isoindoline-1,3-dione ClC1=C(C=CC=C1Cl)N1CCN(CC1)CCC1(CCC(CC1)N1C(C2=CC=CC=C2C1=O)=O)C